4-(2-methoxyvinyl)-1,5-dimethyl-1H-pyrazole COC=CC=1C=NN(C1C)C